4-(3,5-bis(trifluoromethyl)phenyl)-1-(4-(3,4-dichlorophenyl)-5-(isopropylsulfanyl)thiazol-2-yl)-3-methyl-N-(pyridin-2-ylmethyl)-1H-pyrazole-5-carboxamide FC(C=1C=C(C=C(C1)C(F)(F)F)C=1C(=NN(C1C(=O)NCC1=NC=CC=C1)C=1SC(=C(N1)C1=CC(=C(C=C1)Cl)Cl)SC(C)C)C)(F)F